OC(CCN1N=C2C=C(C(=CC2=C1)NC(=O)C1=NC(=CC=C1)C(F)(F)F)C(C)(C)O)(C)C N-[2-(3-hydroxy-3-methylbutyl)-6-(2-hydroxypropan-2-yl)-2H-indazol-5-yl]-6-(trifluoromethyl)-pyridine-2-carboxamide